(9H-fluoren-9-yl)methyl N-[(1S)-1-{[(1S)-1-{[4-(hydroxymethyl)phenyl]carbamoyl}ethyl]carbamoyl}-2-methylpropyl]carbamate OCC1=CC=C(C=C1)NC(=O)[C@H](C)NC(=O)[C@H](C(C)C)NC(OCC1C2=CC=CC=C2C=2C=CC=CC12)=O